(5S)-5-{[(3R,4S)-3,4-Difluoropyrrolidin-1-yl]carbonyl}-2-[(5-methoxypyridin-2-yl)methyl]-5,6,7,8-tetrahydro[1,2,4]triazolo[4,3-a]pyridin-3(2H)-one F[C@@H]1CN(C[C@@H]1F)C(=O)[C@@H]1CCCC=2N1C(N(N2)CC2=NC=C(C=C2)OC)=O